(E)-4-(5-(2-(3-methylbenzylidene)hydrazinyl)-2-(pyridin-4-yl)-[1,2,4]triazolo[1,5-a]pyrimidin-7-yl)morpholine CC=1C=C(\C=N\NC2=NC=3N(C(=C2)N2CCOCC2)N=C(N3)C3=CC=NC=C3)C=CC1